2-hexyl-1,3,2-dioxaborolane C(CCCCC)B1OCCO1